5-Bromo-2-hydroxy-4-methoxynicotinonitrile BrC=1C=NC(=C(C#N)C1OC)O